α,α,6-trifluoro-3-pyridinepropanoic acid FC(C(=O)O)(CC=1C=NC(=CC1)F)F